CC=1N=C2SC(=NN2C1C=O)N1C(=NC2=C1CCC2)C2=NC(=CC=C2)C 6-methyl-2-(2-(6-methylpyridin-2-yl)-5,6-dihydro-cyclopenta[d]imidazol-1(4H)-yl)imidazo[2,1-b][1,3,4]thiadiazole-5-carbaldehyde